N-(4-(4-chlorophenyl)-6-(2-fluorophenyl)pyrimidin-2-yl)-2-(pyrrolidin-1-yl)acetamide ClC1=CC=C(C=C1)C1=NC(=NC(=C1)C1=C(C=CC=C1)F)NC(CN1CCCC1)=O